CN(CC=CC(=O)N1CC(N(CC1)C1=CC=C(S1)CCNC(CCCCCCCNC(C1=CC=CC=C1)=O)=O)=O)C N-(8-((2-(5-(4-(4-(dimethylamino)but-2-enoyl)-2-oxopiperazin-1-yl)thiophen-2-yl)ethyl)amino)-8-oxooctyl)benzamide